ClC=1C=2CCN(C(C2C(=C2C1OC(O2)(C)[C@@H]2C[C@H](C2)N(C)C)C)=O)CC=2C(NC(=CC2C)C)=O 9-chloro-6-((4,6-dimethyl-2-oxo-1,2-dihydropyridin-3-yl)methyl)-2-(trans-3-(dimethylamino)cyclobutyl)-2,4-dimethyl-7,8-dihydro-[1,3]dioxolo[4,5-g]isoquinolin-5(6H)-one